(Z)-3-fluoro-N-(2-iodo-3-(2,2,2-trifluoroethyl)benzo[b]thiophen-7-yl)-N,1-dimethylpiperidin-4-amine FC1CN(CCC1N(C)C1=CC=CC2=C1SC(=C2CC(F)(F)F)I)C